4-(6-((4-acetyl-3-methoxybenzyl)oxy)pyridin-2-yl)piperidine tert-Butyl-pyridine-1-carboxylate C(C)(C)(C)OC(=O)N1CC=CC=C1.C(C)(=O)C1=C(C=C(COC2=CC=CC(=N2)C2CCNCC2)C=C1)OC